ClC=1C=NC=CC1C1=CC(=NN1)C(=O)N1CCC(CC1)C(=O)NC1CCC(CC1)C 1-(5-(3-chloropyridin-4-yl)-1H-pyrazole-3-carbonyl)-N-(4-methylcyclohexyl)piperidine-4-carboxamide